N1C=C(C2=CC=CC=C12)CCNCCCCCCCCCCCCCCCC(=O)NC1=CC=C(C=C1)C1=N[C@H](C=2N(C3=C1C(=C(S3)C)C)C(=NN2)C)CC(=O)OC(C)(C)C tert-butyl (S)-2-(4-(4-(16-((2-(1H-indol-3-yl)ethyl)amino) hexadecanamido)phenyl)-2,3,9-trimethyl-6H-thieno[3,2-f][1,2,4]triazolo[4,3-a][1,4]diazepin-6-yl)acetate